3,5-bis(3-ethyl-4-aminophenoxy)aniline C(C)C=1C=C(OC=2C=C(N)C=C(C2)OC2=CC(=C(C=C2)N)CC)C=CC1N